C(#N)C=1C=C(C=CC1)C[C@@H](C(=O)N1C[C@H](CCC1)NC(OCC1=CC=CC=C1)=O)NS(=O)(=O)C1=CC=C(C=C1)C benzyl ((S)-1-((S)-3-(3-cyanophenyl)-2-((4-methylphenyl)sulfonamido)propanoyl)piperidin-3-yl)carbamate